1-((2-((3-bromo-1,1-difluoroprop-2-yn-1-yl)oxy)ethoxy)methyl)-4-methoxybenzene BrC#CC(F)(F)OCCOCC1=CC=C(C=C1)OC